COC([C@H](COCC=C)NC(=O)OC(C)(C)C)=O (S)-3-allyloxy-2-tert-butoxycarbonylamino-propionic acid methyl ester